FC(C(=O)[O-])(F)F.FC(C(=O)[O-])(F)F.[NH2+]1CCCC12CCN(CC2)C(=O)C=2C=C(C[NH+]1C=CC(C3=CC=CC=C13)=O)C=CC2F 1-[3-(8-aza-1-azoniaspiro[4.5]dec-8-ylcarbonyl)-4-fluorobenzyl]-4-oxo-1,4-dihydroquinolinium bis(trifluoroacetate)